C(C)(C)(C)SCC(CCSC)Cl S-(tert-butyl)-2-chloro-4-(methylthio)butanethiol